1-(5-(4-(1-(5-((1r,3r)-3-aminocyclobutoxy)pyridin-2-yl)ethyl)phenoxy)pyrimidin-2-yl)ethane-1-ol NC1CC(C1)OC=1C=CC(=NC1)C(C)C1=CC=C(OC=2C=NC(=NC2)C(C)O)C=C1